(S)-(1,4-diazepan-1-yl)(2-(2-hydroxyphenyl)-5,6,6a,7,9,10-hexahydro-8H-pyrazino[1',2':4,5]pyrazino[2,3-c]pyridazin-8-yl)methanone N1(CCNCCC1)C(=O)N1C[C@H]2N(C=3C(=NN=C(C3)C3=C(C=CC=C3)O)NC2)CC1